(4-bromo-2-nitrophenyl)(methyl)sulfane isobutyl-di-hydrogenphosphate methyl-(2S)-2-benzyloxypropanoate COC([C@H](C)OCC1=CC=CC=C1)=O.C(C(C)C)OP(=O)(O)O.BrC1=CC(=C(C=C1)SC)[N+](=O)[O-]